C(C(C)C)N1CCC(CC1)C=1C=C2C(=C(NC2=CC1)C=1C=C(C(N(C1)CCOC)=O)C)C(C)C 5-(5-(1-isobutylpiperidin-4-yl)-3-isopropyl-1H-indol-2-yl)-1-(2-methoxyethyl)-3-methylpyridin-2(1H)-one